O1C(=NC2=C1C=CC=C2)C2=CC=C(C=C2)NC2=CC=C(C=C2)C2=CC1=C(OC3=C1C=CC=C3)C=C2 (4-benzoxazol-2-yl-phenyl)-(4-dibenzofuran-2-yl-phenyl)-amine